1-(2,4-dichlorophenyl)-3-methyl-1H-benzo[g]indazole-4,5-dione ClC1=C(C=CC(=C1)Cl)N1N=C(C=2C(C(C3=C(C12)C=CC=C3)=O)=O)C